2-[4-(4-oxo-piperidin-1-yl)-6-(4-methyl-piperazin-1-yl)-pyrimidin-2-ylamino]-4-methyl-thiazole-5-carboxylic acid ethyl ester C(C)OC(=O)C1=C(N=C(S1)NC1=NC(=CC(=N1)N1CCC(CC1)=O)N1CCN(CC1)C)C